4-cyclopropyl-2-(difluoromethyl)-6-fluoroaniline C1(CC1)C1=CC(=C(N)C(=C1)F)C(F)F